isopropyl-thio-vanadium(III) chloride [Cl-].C(C)(C)S[V+2].[Cl-]